2-(4,4-difluoropiperidin-1-yl)-7-(3-(dimethylamino)propoxy)-N-(5-isopropyl-1H-pyrazol-3-yl)-6-methoxyquinazolin-4-amine FC1(CCN(CC1)C1=NC2=CC(=C(C=C2C(=N1)NC1=NNC(=C1)C(C)C)OC)OCCCN(C)C)F